[Br-].OCC[NH2+]CC N-hydroxyethyl-N-ethylammonium bromide